potassium phenyldimethylsilolate C1(=CC=CC=C1)C=1C(=C([SiH](C1)C(=O)[O-])C)C.[K+]